Cl.FC(C=1C=CC(=NC1)[C@H](C)NC1CC1)(F)F (S)-N-(1-(5-(trifluoromethyl)pyridin-2-yl)ethyl)cyclopropanamine hydrochloride